monofluorobromoacetone FC(C(C)=O)Br